NCCC[SiH2]C(OCCC)(OCCC)OCCC 3-aminopropyl-(tripropoxymethylsilane)